7-(4-chlorophenyl)-3,4-dihydro-2H-pyrano-[2,3-b]pyridine ClC1=CC=C(C=C1)C1=CC=C2C(=N1)OCCC2